4-(((3R,4R)-1-(2-cyanoacetyl)-4-methylpiperidin-3-yl)(methyl)amino)-N-propyl-7H-pyrrolo[2,3-d]pyrimidin C(#N)CC(=O)N1C[C@@H]([C@@H](CC1)C)N(C=1C2=C(N(CN1)CCC)NC=C2)C